ClC1=CC=C(C(=N1)C(=O)O)N[C@H](C)C=1C=C(C=C2C(N(C(=NC12)C1=C(C=CC=C1)F)C)=O)C (R)-6-chloro-3-((1-(2-(2-fluorophenyl)-3,6-dimethyl-4-oxo-3,4-dihydroquinazolin-8-yl)ethyl)amino)picolinic acid